N,N'-(disulfanediylbis(2,1-phenylene))diacrylamide S(SC1=C(C=CC=C1)NC(C=C)=O)C1=C(C=CC=C1)NC(C=C)=O